C(CCCCCCC)(=O)O.CN(C)C trimethylamine octanoate